[Si](C)(C)(C(C)(C)C)OCCOC=1C=C2C(=CC=NC2=CC1OC)OC1=C(C=C(C=C1F)C1=NC=CC(=C1C(=O)N)OC)F {4-[(6-{2-[(tert-butyldimethylsilyl)oxy]ethoxy}-7-methoxyquinolin-4-yl)oxy]-3,5-difluorophenyl}-4-methoxypyridine-3-carboxamide